(S)-N-(5-(1-((4-methyl-4H-1,2,4-triazol-3-yl)thio)ethyl)phenyl)-6,7-dihydroisoxazolo[4,3-c]pyridine-5(4H)-carboxamide CN1C(=NN=C1)S[C@@H](C)C=1C=CC=C(C1)NC(=O)N1CC=2C(CC1)=NOC2